Br[SiH]1C[SiH](C1)CCCC 1-bromo-3-butyl-1,3-disilacyclobutane